ClC=1C=CC(=C(C1)NC=1SC2=C(N1)CC[C@@]1([C@H]3CC[C@]4([C@H]([C@@H]3CC=C12)CC[C@@H]4O)C)C)OC (5aR,5bS,7aS,8S,10aS,10bR)-2-((5-chloro-2-methoxyphenyl)amino)-5a,7a-dimethyl-5,5a,5b,6,7,7a,8,9,10,10a,10b,11-dodecahydro-4H-cyclopenta[7,8]phenanthro[2,1-d]thiazol-8-ol